6-{2-[(3-exo)-8-Azabicyclo[3.2.1]oct-3-yl(methyl)amino][1,3]thiazolo[5,4-b]pyridin-5-yl}-2-methylimidazo[1,2-a]pyridin-8-carbonitril-Hydrochlorid Cl.C12CC(CC(CC1)N2)N(C=2SC1=NC(=CC=C1N2)C=2C=C(C=1N(C2)C=C(N1)C)C#N)C